(imidazo[1,2-a]pyridin-5-yl)acetamide N=1C=CN2C1C=CC=C2CC(=O)N